NC(CCC(=O)O)C(C)N γ,δ-diaminohexanoic acid